rac-(2S,4R)-2-(3-chloro-4-cyanophenyl)-4-methyl-N-((E)-3-(methylsulfonyl)allyl)piperidine-1-carboxamide ClC=1C=C(C=CC1C#N)[C@H]1N(CC[C@H](C1)C)C(=O)NC\C=C\S(=O)(=O)C |r|